C(C)(C)(C)C1=C(OCC#N)C(=CC(=C1)C(C)(C)C)C=O 2,4-di-tert-butyl-6-formylphenoxyacetonitrile